OC(C(=O)OCC#CC(=O)C=1N(C=CN1)C)C 4-(1-methyl-1H-imidazol-2-yl)-4-oxobut-2-yn-1-yl 2-hydroxypropionate